NCCC[Si](C)(C)C (aminopropyl)-trimethylsilane